CC(/C(/NC=1C=NN(C1)C)=C\1/C(NC2=CN=C(C=C21)C=2C=NC=CC2C)=O)C (Z)-3-(2-Methyl-1-((1-methyl-1H-pyrazol-4-yl)amino)propylidene)-5-(4-methylpyridin-3-yl)-1H-pyrrolo[2,3-c]pyridin-2(3H)-one